C1(CC1)S(=O)(=O)NC1=NC=CC(=N1)C(C(=O)[O-])CCOC.[K+] potassium 2-(2-(cyclopropanesulfonylamino) pyrimidin-4-yl)-4-methoxybutyrate